CC(C)(C)OC(=O)NC(CN)C1=CC=CC=C1OC tert-butyl N-[2-amino-1-(2-methoxyphenyl)ethyl]carbamate